6-(cyclopropanecarboxamido)-4-((2-methoxy-3-(5-methoxypyrazin-2-yl)phenyl)amino)-N-(methyl-d3)nicotinamide C1(CC1)C(=O)NC1=NC=C(C(=O)NC([2H])([2H])[2H])C(=C1)NC1=C(C(=CC=C1)C1=NC=C(N=C1)OC)OC